C(CCCCCCCCC)N(C(CCCCCCCN(C1CCC(CC1)O)CCCCCCCC(=O)N(CCCCCCCC)CCCCCCCCCCCC)=O)CCCCCCCCCC N,N-didecyl-8-((8-(dodecyl(octyl)-amino)-8-oxooctyl)-((1S,4S)-4-hydroxy-cyclohexyl)amino)-octanamide